FC1=C(C=CC(=C1)F)N1N=C(N=N1)C(C)=O 1-[2-(2,4-difluorophenyl)tetrazol-5-yl]ethanone